4-[[(3S)-3-(dimethylamino)pyrrolidin-1-yl]methyl]-N-[4-methyl-3-[(4-pyrimidin-5-ylpyrimidin-2-yl)amino]phenyl]-3-(trifluoromethyl)benzamide CN([C@@H]1CN(CC1)CC1=C(C=C(C(=O)NC2=CC(=C(C=C2)C)NC2=NC=CC(=N2)C=2C=NC=NC2)C=C1)C(F)(F)F)C